FC(\C=C(\CC\C=C(\CCC=CF)/C)/C)C1=C(C(=C(C(=C1C)O)C)C)O 2-((2E,6E)-l-1,11-difluoro-3,7-dimethylundeca-2,6,10-trien-1-yl)-3,5,6-trimethylbenzene-1,4-diol